FC1=C(C(=O)NC2=NC(=CC=C2)C=C2CCN(CC2)C)C=CC=C1 fluoro-N-(6-((1-methylpiperidin-4-ylidene)methyl)pyridin-2-yl)benzamide